CC=1C(=CC2=C(C1)C1(CCN(CC1)C(=O)OC(C)(C)C)CO2)C(=O)OC (tert-butyl) 6-methyl 5-methyl-2H-spiro[benzofuran-3,4'-piperidine]-1',6-dicarboxylate